methyl 2-(5-chloro-2-(isobutyryloxy)benzylideneamino)-3-methylbutanoate ClC=1C=CC(=C(C=NC(C(=O)OC)C(C)C)C1)OC(C(C)C)=O